S(=O)(CC(=O)O)CC(=O)O Thionyl-Diacetic Acid